3,4-Dichloro-6-fluorophenyl 2,4,6-tri-O-acetyl-3-azido-3-deoxy-1-thio-α-D-galactopyranoside C(C)(=O)O[C@H]1[C@@H](SC2=CC(=C(C=C2F)Cl)Cl)O[C@@H]([C@@H]([C@@H]1N=[N+]=[N-])OC(C)=O)COC(C)=O